C(C1=CC=CC=C1)NC=1C=C(C=2NC3=CC=C(C=C3C2C1)Cl)CCNC(OC(C)(C)C)=O tert-butyl (2-(3-(benzylamino)-6-chloro-9H-carbazol-1-yl)ethyl)carbamate